CC1(OB(OC1(C)C)C1=CC(=C(C=C1)C1N(CCOC1)C(=O)OC(C)(C)C)C(F)(F)F)C tert-Butyl 3-(4-(4,4,5,5-tetramethyl-1,3,2-dioxaborolan-2-yl)-2-(trifluoromethyl)phenyl)morpholine-4-carboxylate